tert-butyl (R)-4-(7-bromo-5-(methoxycarbonyl)-2,4-dimethylbenzo[d][1,3]dioxol-2-yl)piperidin-1-carboxylate BrC1=CC(=C(C2=C1O[C@](O2)(C)C2CCN(CC2)C(=O)OC(C)(C)C)C)C(=O)OC